CC(CC(=O)OOC(CC(CC(C)(C)C)C)=O)CC(C)(C)C (3,5,5-trimethylhexanoyl) peroxide